O[C@H](C(=O)O)[C@@H](CC(=O)C1=CC=CC=C1)NC(C)=O (2S,3R)-2-hydroxy-3-acetamido-4-phenylcarbonylbutyric acid